ClC1=C(C=C2C(C=CN(C2=N1)C1CC1)=O)F 7-chloro-1-cyclopropyl-6-fluoro-1,8-naphthyridin-4(1H)-one